(Maleimidobutyryloxy)sulfosuccinimide C1(C=CC(N1CCCC(=O)OC1(C(=O)NC(C1)=O)S(=O)(=O)O)=O)=O